(2R,3S,5R)-5-(6-amino-2-fluoro-purin-9-yl)-2-ethynyl-3-hydroxy-tetrahydrofuran NC1=C2N=CN(C2=NC(=N1)F)[C@H]1C[C@@H]([C@H](O1)C#C)O